O=C1NC(CCC1N1C(C2=CC=CC(=C2C1=O)NCCCCCOC=1C=C(C=CC1)CC(=O)NC=1SC(=C(N1)C=1C=C2CCN(C2=CC1)C(C1=C(N=CC=C1)C)=O)C)=O)=O 2-(3-((5-((2-(2,6-dioxopiperidin-3-yl)-1,3-dioxoisoindolin-4-yl)amino)pentyl)oxy)phenyl)-N-(5-methyl-4-(1-(2-methylnicotinoyl)indolin-5-yl)thiazol-2-yl)acetamide